3-(chloro)benzoylmethylenedimethyl-sulfur bromide ClC=1C=C(C(=O)C=[S](C)(C)Br)C=CC1